morpholinium chloride salt [Cl-].[NH2+]1CCOCC1